5-((2-(2,6-dioxopiperidin-3-yl)-1-oxoisoindolin-4-yl)thio)pentanoic acid O=C1NC(CCC1N1C(C2=CC=CC(=C2C1)SCCCCC(=O)O)=O)=O